COP(=O)(OC)NC([C@@H](OS(=O)(=O)C)C1=CC=C(C=C1)CS(=O)(=O)O)=O.ONC(C1=CC=C(C=C1)COC1=C(OC2=C(C1=O)C=CC=C2)C2=CC=NC=C2)=O N-hydroxy-4-(((4-oxo-2-(pyridin-4-yl)-4H-benzopyran-3-yl)oxy)methyl)benzamide (S)-4-(2-((dimethoxyphosphoryl)amino)-1-((methylsulfonyl)oxy)-2-oxoethyl)phenyl-methanesulfonate